(4-n-propyl)phenol C(CC)C1=CC=C(C=C1)O